C(CCCCCCCCCCCCC)O Tetradecanol